Racemic-1-(1-(4-benzyl-3,4-dihydro-2H-benzo[b][1,4]thiazin-6-yl)-2-hydroxyethyl)-3-(1H-indol-6-yl)urea C(C1=CC=CC=C1)N1C2=C(SCC1)C=CC(=C2)[C@H](CO)NC(=O)NC2=CC=C1C=CNC1=C2 |r|